ClC=1C=C(C=C(C1)F)NC(=O)NC1=C(C(=CC(=C1)F)F)CO 1-(3-chloro-5-fluorophenyl)-3-(3,5-difluoro-2-hydroxymethylphenyl)urea